5-[bis(thienylmethyl)aminocarbonyloxy]dimethylaminobenzylamine S1C(=CC=C1)CN(C(=O)OC=1C=CC=C(CNN(C)C)C1)CC=1SC=CC1